6-tert-butyl-9-[2-(ethylcarbamoyl)thiazol-5-yl]-10-methoxy-2-oxo-6,7-dihydro-2H-pyrido[2,1-a]isoquinoline-3-carboxylic acid ethyl ester C(C)OC(=O)C=1C(C=C2N(C(CC3=CC(=C(C=C23)OC)C2=CN=C(S2)C(NCC)=O)C(C)(C)C)C1)=O